The molecule is a dihydroxybenzenesulfonic acid in which the hydroxy groups are located at positions 2 and 3. It is a conjugate acid of a 2,3-dihydroxybenzenesulfonate. C1=CC(=C(C(=C1)S(=O)(=O)O)O)O